P(OCCCC)(=S)(SCCCC)SCCCC tributyl phosphorotrithioate